2-((3,5-dicyano-4-ethyl-6-((S)-3-hydroxypyrrolidin-1-yl)pyridin-2-yl)thio)-2-(2,6-difluorophenyl)acetamide C(#N)C=1C(=NC(=C(C1CC)C#N)N1C[C@H](CC1)O)SC(C(=O)N)C1=C(C=CC=C1F)F